tert-butyl (3-fluoro-4-(4-methylthiazol-5-yl)benzyl)carbamate FC=1C=C(CNC(OC(C)(C)C)=O)C=CC1C1=C(N=CS1)C